C(#C)C1=C2C(=CC(=CC2=CC=C1F)O)C1=C(C=2N=C(N=C(C2C=N1)N1N=CC(=C1)COC)OC[C@]12CCCN2C[C@@H](C1)F)F 5-ethynyl-6-fluoro-4-(8-fluoro-2-{[(2R,7aS)-2-fluorotetrahydro-1H-pyrrolizin-7a(5H)-yl]methoxy}-4-[4-(methoxymethyl)-1H-pyrazol-1-yl]pyrido[4,3-d]pyrimidin-7-yl)naphthalen-2-ol